4-(4-(2-fluoro-6-hydroxy-3-methoxybenzoyl)piperazin-1-yl)(pyridin-4-yl)methanone Benzyl-(1-(4-bromo-2-chlorophenoxy)-2,4-dimethylpentan-2-yl)carbamate C(C1=CC=CC=C1)N(C(O)=O)C(COC1=C(C=C(C=C1)Br)Cl)(CC(C)C)C.FC1=C(C(=O)N2CCN(CC2)C2(CC=NC=C2)C=O)C(=CC=C1OC)O